CC=1N=CN2C1C=CC(=C2)C(=O)O 1-methylimidazo[1,5-a]pyridine-6-carboxylic acid